Cl.FC(C1=CC=C(C=C1)C(C)C1(CCNCC1)C#N)(F)F 4-(1-(4-(trifluoromethyl)phenyl)ethyl)piperidine-4-carbonitrile hydrochloride